3-fluoro-4-trifluoromethoxyaniline FC=1C=C(N)C=CC1OC(F)(F)F